FC(C(=O)O)(F)F.C(C)N1CN(C=C1)C 1-ethyl-3-methylimidazole trifluoroacetate salt